6-(7-methoxy-2,3-dihydrobenzo[f][1,4]thiazepin-4(5H)-yl)hexan-1-amine COC=1C=CC2=C(CN(CCS2)CCCCCCN)C1